octahydroisoquinolin-1(2H)-one C1(NCCC2CCCCC12)=O